N-(7-methoxy-1H-benzo[d]imidazol-2-yl)-1H-imidazole-1-carbothioamide COC1=CC=CC2=C1NC(=N2)NC(=S)N2C=NC=C2